4-Oxaspiro[2.4]heptane-1-carboxylic acid n-butyl ester C(CCC)OC(=O)C1CC12OCCC2